FC=1C=C(C=CC1)C=1N(C(C=2NC(=NC2N1)C=1C=NN(C1)C)=O)CCC 2-(3-fluoro-phenyl)-8-(1-methyl-1H-pyrazol-4-yl)-1-propyl-1,7-dihydro-purin-6-one